The molecule is a sesquiterpenoid that consists of a heterotetracyclic system linked to a pyridine moiety. Isolated from the fungus, Aspergillus fumigatus, it exhibits inhibitory activity against acyl-CoA:cholesterol acyltransferase 2. It has a role as an acyl-CoA:cholesterol acyltransferase 2 inhibitor and an Aspergillus metabolite. It is an acetate ester, an organic heterotetracyclic compound, a member of pyridines and a sesquiterpenoid. CCC(=O)OC[C@@]1([C@H](CC[C@]2([C@H]1C[C@@H]([C@@]3([C@@H]2[C@H](C4=C(O3)C=C(OC4=O)C5=CN=CC=C5)O)C)OC(=O)CC)C)OC(=O)C)C